O1CCC(CC1)C(C)=O 1-(tetrahydro-2H-pyran-4-yl)ethan-1-one